COC=1C=NC=CC1[C@H](C1=CC=C(C(=O)N)C=C1)OC1=CC=C2C(CCOC2=C1)=O (S)-4-((3-methoxypyridin-4-yl)((4-oxochroman-7-yl)oxy)methyl)benzamide